N-(2-amino-6-phenyl-4,5,6,7-tetrahydrobenzothiazol-6-yl)propanamide NC=1SC2=C(N1)CCC(C2)(C2=CC=CC=C2)NC(CC)=O